4-(((4-(4-methoxy-3-methylphenyl)bicyclo[2.2.2]octan-1-yl)methyl)(4-(1-(1-methylcyclobutyl)-1H-pyrazol-4-yl)pyridin-2-yl)carbamoyl)cyclohexyl trans-3-hydroxyazetidine-1-carboxylate OC1CN(C1)C(=O)OC1CCC(CC1)C(N(C1=NC=CC(=C1)C=1C=NN(C1)C1(CCC1)C)CC12CCC(CC1)(CC2)C2=CC(=C(C=C2)OC)C)=O